thiazolo[4,5-b]-pyridine S1C=NC2=NC=CC=C21